8-[(1R)-1-[2-(1-Benzyltriazol-4-yl)anilino]ethyl]-3,6-dimethyl-2-phenyl-chromen-4-one C(C1=CC=CC=C1)N1N=NC(=C1)C1=C(N[C@H](C)C=2C=C(C=C3C(C(=C(OC23)C2=CC=CC=C2)C)=O)C)C=CC=C1